C(CC)OCOCCC dipropoxymethane